ClC=1C=NN(C1C1=NN2C(N(C(CC2)=O)CC2=CC(=C(C=C2)C=2N=NC(=CC2)OC)Cl)=C1)C(C)C 2-(4-chloro-1-isopropyl-1H-pyrazol-5-yl)-4-(3-chloro-4-(6-methoxypyridazin-3-yl)benzyl)-6,7-dihydropyrazolo[1,5-a]pyrimidin-5(4H)-one